N-methyl-pyrazoleboronic acid CN1N=C(C=C1)B(O)O